COC1=NC(=CC(=C1)C(\C(=C\C1=CNC2=CC=CC=C12)\C)=O)OC (E)-1-(2,6-dimethoxypyridin-4-yl)-3-(1H-indol-3-yl)-2-methylpropan-2-en-1-one